3-(5-(((1S,2S)-2-(3-(4-fluorophenyl)azetidin-1-yl)cyclohexyl)oxy)-1-oxoisoindolin-2-yl)piperidine-2,6-dione FC1=CC=C(C=C1)C1CN(C1)[C@@H]1[C@H](CCCC1)OC=1C=C2CN(C(C2=CC1)=O)C1C(NC(CC1)=O)=O